diphenyl-[1-(2-phenylmethoxyethyl)-1-azoniabicyclo[2.2.2]octan-4-yl]methanol C1(=CC=CC=C1)C(O)(C12CC[N+](CC1)(CC2)CCOCC2=CC=CC=C2)C2=CC=CC=C2